1,2,3-oxathiazolidine-3-carboxylic acid tert-butyl ester-2-oxide C(C)(C)(C)OC(=O)N1S(OCC1)=O